FC(F)C=1C(=C(C=CC1)O)F (Difluoromethyl)-2-fluorophenol